C(C)(C)(C)C=1C=C(C2=C(C=C(CO2)C2=NOC(=N2)C2=CC(=CC(=C2)[N+](=O)[O-])[N+](=O)[O-])C1)C(C)(C)C 3-(6,8-di-tert-butyl-2H-benzopyran-3-yl)-5-(3,5-dinitrophenyl)-1,2,4-oxadiazole